(12aR)-9-(2-ethyl-6-methoxyphenyl)-8,10-difluoro-3,4,12,12a-tetrahydro-6H-pyrazino[2,1-c][1,4]benzooxazepin-2(1H)-carboxylic acid tert-butyl ester C(C)(C)(C)OC(=O)N1C[C@@H]2COC3=C(CN2CC1)C=C(C(=C3F)C3=C(C=CC=C3OC)CC)F